(6S,9S)-N-benzyl-6-(4-hydroxybenzyl)-2,9-dimethyl-8-(naphthalene-1-ylmethyl)-4,7-dioxooctahydro-1H-pyrazino[2,1-c][1,2,4]triazine-1-carboxamide C(C1=CC=CC=C1)NC(=O)N1N(CC(N2C1[C@@H](N(C([C@@H]2CC2=CC=C(C=C2)O)=O)CC2=CC=CC1=CC=CC=C21)C)=O)C